CC=1SC(=C(N1)C)CC1=CNC2=CC(=CC=C12)S(=O)(=O)NC1(CC1)C 3-[(2,4-dimethylthiazol-5-yl)methyl]-N-(1-methylcyclopropyl)-1H-indole-6-sulfonamide